C(C)(C)(C)N(C(O)=O)C1CCN(CC1)CC1=C(C=C(C=C1)N1C(N=C(C=C1)N)=O)C.C(C)OC(=C)C1=C(C(=NC=C1)NC(C)=O)OC N-(4-(1-ethoxyvinyl)-3-methoxypyridin-2-yl)acetamide tert-butyl-(1-(4-(4-amino-2-oxopyrimidin-1(2H)-yl)-2-methylbenzyl)piperidin-4-yl)carbamate